[3-(trimethoxysilyl) propyl] trithiocarbonate C(SCCC[Si](OC)(OC)OC)([S-])=S